ClC=1C=C(C=CC1CC(C)C)C1=NC(=NO1)C1=CC=C(CN2CCC(CC2)(C(=O)O)CO)C=C1 1-{4-[5-(3-chloro-4-isobutylphenyl)-[1,2,4]-oxadiazol-3-yl]benzyl}-4-hydroxymethylpiperidine-4-carboxylic acid